NC1=C2N=CN(C2=NC(=N1)F)[C@H]1C[C@@H]([C@@](O1)(C#C)CO[P@](=O)(OC1=CC=CC=C1)N[C@@H](CC1=CC=CC=C1)C(=O)OCCCCCCCC)OC(=O)OCCCCCC Octyl ((S)-(((2R,3S,5R)-5-(6-amino-2-fluoro-9H-purin-9-yl)-2-ethynyl-3-(((hexyloxy)carbonyl)oxy)tetrahydro-furan-2-yl)methoxy)(phenoxy)phosphoryl)-L-phenylalaninate